CN(C)CC=1C=C(C=CC1C(F)(F)F)C(C)N1C[C@@H](N(C[C@H]1CC)C=1C2=C(N(C(N1)=O)C)C=CC(=N2)C#N)C 4-((2s,5r)-4-(1-(3-((dimethylamino)methyl)-4-(trifluoromethyl)phenyl)ethyl)-5-ethyl-2-methylpiperazin-1-yl)-1-methyl-2-oxo-1,2-dihydropyrido[3,2-d]pyrimidine-6-carbonitrile